6-chloro-7-tert-butyl-8-methyl-2-trifluoromethyl-2H-benzopyran-3-carboxylic acid ClC=1C(=C(C2=C(C=C(C(O2)C(F)(F)F)C(=O)O)C1)C)C(C)(C)C